5-chloro-4-(3-methyl-1H-pyrazol-1-yl)pyrimidine-2-formaldehyde ClC=1C(=NC(=NC1)C=O)N1N=C(C=C1)C